P1(=O)(OC2=C(C=C(C=C2C(C)(C)C)C(C)(C)C)CC2=C(C(=CC(=C2)C(C)(C)C)C(C)(C)C)O1)[O-].[Al+3].C1C2=C(C(=CC(=C2)C(C)(C)C)C(C)(C)C)OP(=O)(OC2=C1C=C(C=C2C(C)(C)C)C(C)(C)C)[O-].C2C1=C(C(=CC(=C1)C(C)(C)C)C(C)(C)C)OP(=O)(OC1=C2C=C(C=C1C(C)(C)C)C(C)(C)C)[O-] aluminum 2,2'-methylene-bis-(4,6-di-t-butylphenyl) phosphate